thiophen-2-ylmethanol S1C(=CC=C1)CO